2-Chloro-4-((3S)-8-(5-(4-((4-(3-((2,6-dioxopiperidin-3-yl)amino)phenyl)-piperazin-1-yl)methyl)-piperidine-1-carbonyl)-pyridin-2-yl)-3-methyl-2,8-diazaspiro[4.5]decan-2-yl)benzonitrile ClC1=C(C#N)C=CC(=C1)N1CC2(C[C@@H]1C)CCN(CC2)C2=NC=C(C=C2)C(=O)N2CCC(CC2)CN2CCN(CC2)C2=CC(=CC=C2)NC2C(NC(CC2)=O)=O